C(=O)C=1OC(=CC(C1)=O)C=O 2,6-diformyl-4-pyrone